butyryl Peroxide C(CCC)(=O)OOC(CCC)=O